BrC1=C(C(=O)OC)C=C(C=C1)NC1=NC=C(C(=N1)NCCC)C(F)(F)F methyl 2-bromo-5-((4-(propylamino)-5-(trifluoromethyl)pyrimidin-2-yl)amino)benzoate